COC(C(=CC1=CC=CC=C1)C=1N=NN(C1)CC1=C(C=CC=C1)F)=O (1-(2-fluorobenzyl)-1H-1,2,3-triazol-4-yl)cinnamic acid methyl ester